(S)-1-(6-bromo-2-methyl-3,4-dihydroquinoxalin-1(2H)-yl)ethan-1-one BrC=1C=C2NC[C@@H](N(C2=CC1)C(C)=O)C